[N+](=O)([O-])C=1C=NC=2[C@H]3CC[C@@H](C2C1)C3 (5R,8S)-3-nitro-5,6,7,8-tetrahydro-5,8-methanoquinoline